(Z)-4-(4-(pyridin-3-yl)butyl)thiazole-2-carbaldehyde oxime hydrochloride Cl.N1=CC(=CC=C1)CCCCC=1N=C(SC1)\C=N/O